1-(4-chloro-2-nitrophenyl)-3,3-difluoroazetidine ClC1=CC(=C(C=C1)N1CC(C1)(F)F)[N+](=O)[O-]